C(CC)(=O)OC=1C(=NC=CC1OC)C(N[C@H](C(=O)NN(C)C(C1=CC(=CC(=C1)F)F)C1=CC(=CC(=C1)F)F)C)=O (S)-2-((1-(2-(bis(3,5-difluorophenyl)methyl)-2-methylhydrazineyl)-1-oxopropan-2-yl)carbamoyl)-4-methoxypyridin-3-yl propionate